C(C)(=O)O.C1(=CC=CC=C1)OC1=CC=CC=C1 diphenyl ether acetate